butyl 4-butylaminobenzoate C(CCC)NC1=CC=C(C(=O)OCCCC)C=C1